2,7,10-trioxadispiro[2.2.46.23]dodecane C1OC12CCC1(OCCO1)CC2